3,5-dichloro-N-(8-chloro-4-oxo-3-(2-(trifluoromethoxy)benzyl)-3,4-dihydroquinazolin-5-yl)-4-hydroxybenzamide ClC=1C=C(C(=O)NC2=C3C(N(C=NC3=C(C=C2)Cl)CC2=C(C=CC=C2)OC(F)(F)F)=O)C=C(C1O)Cl